COC1=NC=CC(=C1)C1=CC=C(C(=C1NC(=O)N=[S@@](=O)(N)C=1C=NN2C1O[C@H](C2)C)C)C(F)(F)F (S,2S)-N'-((6-(2-methoxypyridin-4-yl)-2-methyl-3-(trifluoromethyl)phenyl)carbamoyl)-2-methyl-2,3-dihydropyrazolo[5,1-b]oxazole-7-sulfonimidamide